C(C=C)(=O)N1[C@H](CN(CC1)C1=NC(=NC=2C[C@@H](CCC12)N1CCCC2=CC=CC=C12)N1CCC(CC1)N(C)C)CC#N 2-((S)-1-Acryloyl-4-((R)-2-(4-(dimethylamino)piperidin-1-yl)-7-(3,4-dihydroquinolin-1(2H)-yl)-5,6,7,8-tetrahydroquinazolin-4-yl)piperazin-2-yl)acetonitrile